The molecule is a fully substituted dialkyl 1,4-dihydropyridine-3,5-dicarboxylate derivative, which is used for the treatment of hypertension, chronic stable angina and confirmed or suspected vasospastic angina. It has a role as an antihypertensive agent, a calcium channel blocker and a vasodilator agent. It is a dihydropyridine, a member of monochlorobenzenes, an ethyl ester, a methyl ester and a primary amino compound. CCOC(=O)C1=C(NC(=C(C1C2=CC=CC=C2Cl)C(=O)OC)C)COCCN